BrC=1C=NN(C1C1=CC=C(C=C1)[N+](=O)[O-])C1=CC=CC=C1 4-bromo-5-(4-nitrophenyl)-1-phenyl-1H-pyrazole